2-(ethylsulfanyl)-1,3-benzothiazole C(C)SC=1SC2=C(N1)C=CC=C2